C(C)OC(=O)C1=CNC2=NC=CC=C2C1 1,4-dihydro-1,8-naphthyridine-3-carboxylic acid ethyl ester